F[C@H]1CN(CC[C@]1(O)C)C1=NC=CC(=N1)NC=1N=CC2=C(C=CC(=C2C1)C(C)C)N1CCOCC1 (3S,4R)-3-fluoro-1-(4-((5-isopropyl-8-morpholinoisoquinolin-3-yl)amino)pyrimidin-2-yl)-4-methylpiperidin-4-ol